thiophene-2-sulfonamide S1C(=CC=C1)S(=O)(=O)N